C(C=1C(O)=CC=CC1)=NC(CC)N N-salicylidenepropanediamine